8-[(1R)-1-[2-(5-Amino-1,3,4-oxadiazol-2-yl)-3,4-difluoro-anilino]-ethyl]-3,6-dimethyl-2-phenyl-chromen-4-one NC1=NN=C(O1)C1=C(N[C@H](C)C=2C=C(C=C3C(C(=C(OC23)C2=CC=CC=C2)C)=O)C)C=CC(=C1F)F